BrC1=C(C=CC(=C1)N1CC2C(C2C1)(F)F)CN1N=CC(=C1)C(=O)OCC ethyl 1-[(2-bromo-4-{6,6-difluoro-3-azabicyclo[3.1.0]hexan-3-yl}phenyl)methyl]-1H-pyrazole-4-carboxylate